[F].N1C=CC2=CC=CC=C12 indole fluorine